C1(CC1)CN1N=C(C(=C1NC1=CC(=NC=N1)N1N=C(C(=C1C)[C@H](C(F)(F)F)O)C)C)C1=CC=C(C=C1)F |r| (±)-1-[1-(6-{[1-(cyclopropylmethyl)-3-(4-fluorophenyl)-4-methyl-1H-pyrazol-5-yl]amino}pyrimidin-4-yl)-3,5-dimethyl-1H-pyrazol-4-yl]-2,2,2-trifluoroethanol